C(CCCCCCCCCCCCCCCCCCCC)C(=O)[O-] heneicosyl-carboxylate